3-(7-chloro-1-methyl-2-oxo-1,4-dihydropyrimido[4,5-d]pyrimidine-3(2H)-yl)-4-methylbenzaldehyde ClC1=NC=C2C(=N1)N(C(N(C2)C=2C=C(C=O)C=CC2C)=O)C